N-(1-(4-((4-([1,2,4]triazolo[1,5-a]pyridin-7-yloxy)-3-methylphenyl)amino)pyrrolo[2,1-f][1,2,4]triazine-5-carbonyl)pyrrolidin-3-yl)acrylamide N=1C=NN2C1C=C(C=C2)OC2=C(C=C(C=C2)NC2=NC=NN1C2=C(C=C1)C(=O)N1CC(CC1)NC(C=C)=O)C